C(C)C(CN(C(CC(=O)C1=CC=C(C=C1)OC)=O)CC(CCCC)CC)CCCC N,N-bis(2-ethylhexyl)-3-(4-methoxyphenyl)-3-oxopropanamide